Butyl (R)-(1-((5-bromo-3-methylisoquinolin-6-yl)oxy)-3-phenylpropan-2-yl)carbamate BrC1=C2C=C(N=CC2=CC=C1OC[C@@H](CC1=CC=CC=C1)NC(OCCCC)=O)C